2-chloro-N-((1R,2R,4S)-7-cyano-7-azabicyclo[2.2.1]heptan-2-yl)-4-(6-cyclopropyl-2-pyrazinyl)benzamide ClC1=C(C(=O)N[C@H]2[C@H]3CC[C@@H](C2)N3C#N)C=CC(=C1)C1=NC(=CN=C1)C1CC1